OCC=1C(=CC2=CC=CC=C2C1)O 3-(hydroxymethyl)-2-naphthol